FC(C(=O)O)C.FC(C(C(=O)O)(F)F)F tetrafluoropropionic acid (fluoropropanate)